5-(3,4-Difluorophenyl)-6-(1-{[p-(trifluoromethyl)phenyl]methyl}-1H-pyrazol-4-yl)-4-pyrimidinylamine FC=1C=C(C=CC1F)C=1C(=NC=NC1C=1C=NN(C1)CC1=CC=C(C=C1)C(F)(F)F)N